4-(2-((1-methylpiperidin-4-yl)ethynyl)thiazol-5-yl)benzamide CN1CCC(CC1)C#CC=1SC(=CN1)C1=CC=C(C(=O)N)C=C1